(S)-N-(3-(3,5-dimethylisoxazol-4-yl)-4-(piperidin-2-ylmethoxy)phenyl)cyclopropanecarboxamide CC1=NOC(=C1C=1C=C(C=CC1OC[C@H]1NCCCC1)NC(=O)C1CC1)C